BrCCCCOC1=C(OC2=CC(=CC=C2C1=O)OC)C1=CC=C(C=C1)Cl 3-(4-bromobutoxy)-7-methoxy-2-(4-chlorophenyl)-4H-chromen-4-one